ClC=1N=CSC1C1OC2=C(C=3N1C=C(C(C3)=O)C(=O)OCC)C=3CCOC3C(=C2)OCCCOC ethyl 7-(4-chlorothiazol-5-yl)-4-(3-methoxypropoxy)-11-oxo-1,2,7,11-tetrahydrobenzofuro[4,5-e]pyrido[1,2-c][1,3]oxazine-10-carboxylate